(4-((5-chloro-4-(1-(methoxymethyl)-1H-pyrazol-4-yl)pyrimidin-2-yl)amino)-3-methoxyphenyl)(morpholino)methanone ClC=1C(=NC(=NC1)NC1=C(C=C(C=C1)C(=O)N1CCOCC1)OC)C=1C=NN(C1)COC